(S)-1-(3-(4'-Chloro-1',2'-dihydrospiro[cyclopropane-1,3'-pyrrolo[2,3-b]pyridin]-5'-yl)phenyl)-5-methylimidazolidin-2-one ClC1=C2C(=NC=C1C=1C=C(C=CC1)N1C(NC[C@@H]1C)=O)NCC21CC1